FC=1C=C2CCCC3(C2=CC1F)CC3 6',7'-difluoro-2',3'-dihydro-4'H-spiro[cyclopropane-1,1'-naphthalene]